C(CCCCC)NC([C@H](CNC(=O)C1=CC=C(C(=O)N2C[C@H]([C@@H](C2)C(=O)N[C@@H]2[C@H](C2)C2=CC=CC=C2)C(=O)N[C@@H]2[C@H](C2)C2=CC=CC=C2)C=C1)NC(CCCCCCC)=O)=O (3S,4S)-1-(4-(((S)-3-(hexylamino)-2-octanamido-3-oxopropyl)carbamoyl)benzoyl)-N3,N4-bis((1S,2R)-2-phenylcyclopropyl)pyrrolidine-3,4-dicarboxamide